2-((3R)-2,6-dioxopiperidin-3-yl)-5-fluoro-6-(piperazin-1-yl)isoindoline-1,3-dione hydrochloride Cl.O=C1NC(CC[C@H]1N1C(C2=CC(=C(C=C2C1=O)F)N1CCNCC1)=O)=O